CN[C@H]([C@@H](C)CC)C(=O)O D-N-methyl-isoleucine